N-(3-(4'-methoxy-4,5-dihydro-2H,5'H-spiro[furan-3,7'-furo[3,4-b]pyridin]-2'-yl)-1-methyl-1H-pyrrolo[2,3-c]pyridin-5-yl)acetamide COC1=C2C(=NC(=C1)C1=CN(C3=CN=C(C=C31)NC(C)=O)C)C3(OC2)COCC3